4-((methylsulfonyl)methyl)benzene CS(=O)(=O)CC1=CC=CC=C1